C(C1=CC=CC=C1)OC1=CC2=C(OCO2)C=C1C#CC1=CC2=C(OCO2)C=C1C=C 5-(benzyloxy)-6-((6-vinylbenzo[d][1,3]dioxolan-5-yl)ethynyl)benzo[d][1,3]dioxolan